FC(C1=CC=C(C=C1)C1=CC=C(C=O)C=C1)(F)F 4-(p-trifluoromethylphenyl)benzaldehyde